((2s,4r)-4-hydroxypyrrolidin-2-yl)(4-(3-isopropyl-2-(5-methyl-[1,2,4]triazolo[1,5-a]pyridin-7-yl)-1H-indol-5-yl)piperidin-1-yl)methanone O[C@@H]1C[C@H](NC1)C(=O)N1CCC(CC1)C=1C=C2C(=C(NC2=CC1)C1=CC=2N(C(=C1)C)N=CN2)C(C)C